FC(C(=O)[O-])(F)F.C(CCC)N1C=[N+](C=C1)C 1-butyl-3-methylimidazolium trifluoroacetate salt